[Ni](Br)Br.C1CC2=CC=CC3=CC=CC1=C23 Acenaphthene nickel bromide